BrC1N(C2=CC=CC=C2CC1)C bromo-1-methyl-1,2,3,4-tetrahydroquinoline